C(=O)(O)C1=CC=C(C=C1)C1=CC(=CC(=C1)C1=CC=C(C=C1)C(=O)O)C1=CC=C(C=C1)C(=O)O ls-1,3,5-tris(4-carboxyphenyl)benzene